C(C)(C)[C@H]1N(C(OC1)=O)C=1C=CC2=C(C3=C(OC2)C=C(C=C3)O[C@@H]3CN(CC3)C(=O)C3CCOCC3)C1 (R)-4-isopropyl-3-[3-(((S)-1-(tetrahydro-2H-pyran-4-carbonyl)pyrrolidin-3-yl)oxy)-6H-dibenzo[b,d]pyran-9-yl]oxazolidin-2-one